C1(CCCC1)=C(C(NC1=CC=C2C(=C1)NC(C21CCOCC1)=O)=O)NC(=O)C=1N(N=CC1)C N-{1-Cyclopentylidene-2-oxo-2-[(2-oxospiro[1H-indole-3,4'-oxane]-6-yl)amino]ethyl}-2-methylpyrazole-3-carboxamide